N,N-diethyl-4-aminostyrene C(C)N(C1=CC=C(C=C)C=C1)CC